C(C)O\N=C(\C1=NC(=C(C=C1)S(NC)(=O)=O)C1=NN(C=C1C)C1=CC=CC=C1)/N (Z)-N'-ethoxy-6-(4-methyl-1-phenyl-1H-pyrazol-3-yl)-5-(N-methylsulfamoyl)picolinimidamide